4-[3-(methylsulfanyl)phenyl]-1-propyl-1,2,3,6-tetrahydropyridine CSC=1C=C(C=CC1)C=1CCN(CC1)CCC